ClC1=CC(=C(C#N)C=C1F)C1OC=CCC1 4-Chloro-2-(3,4-dihydro-2H-pyran-2-yl)-5-fluorobenzonitrile